Acetyl-N-{(1S)-3-[3-endo-(2-methyl-1H-benzimidazol-1-yl)-8-azabicyclo[3.2.1]oct-8-yl]-1-phenylpropyl}-2-azetidinecarboxamide C(C)(=O)N1C(CC1)C(=O)N[C@@H](CCN1C2CC(CC1CC2)N2C(=NC1=C2C=CC=C1)C)C1=CC=CC=C1